CS(=O)(=O)OCC1CCC(CC1)COCC(=O)OC(C)(C)C tert-Butyl 2-(((1s,4s)-4-((Methylsulfonyloxy)methyl)cyclohexyl)methoxy)acetate